BrC=1C=2N(C=CC1)N=C(C2)[C@@H]2N(CCC1=C2N=CN1)C(=O)C=1OC(=NN1)C1=NC=CC=C1 (R)-(4-(4-bromopyrazolo[1,5-a]pyridin-2-yl)-1,4,6,7-tetrahydro-5H-imidazo[4,5-c]pyridin-5-yl)(5-(pyridin-2-yl)-1,3,4-oxadiazol-2-yl)methanone